2-(2-methyl-5-nitrophenyl)-2H-1,2,3-triazole 1-oxide CC1=C(C=C(C=C1)[N+](=O)[O-])N1[N+](=CC=N1)[O-]